iridium(III) tris[phenylmethyldihydrobenzimidazole] C1(=CC=CC=C1)CN1CNC2=C1C=CC=C2.C2(=CC=CC=C2)CN2CNC1=C2C=CC=C1.C1(=CC=CC=C1)CN1CNC2=C1C=CC=C2.[Ir+3]